FC(C(C(F)(F)F)OC(=O)N1CCC2(C[C@H]2C(NC=2C(=NC=CC2)C(F)(F)F)=O)CC1)(F)F.CO[Si](CCCN1CCOCC1)(C)OC |o1:15| 4-{3-[Dimethoxy(methyl)silyl]propyl}morpholine 1,1,1,3,3,3-hexafluoropropan-2-yl-(R or S)-1-((2-(trifluoromethyl)pyridin-3-yl)carbamoyl)-6-azaspiro[2.5]octane-6-carboxylate